OC(C)(C)C1=CC=C(C=C1)B(O)O [4-(1-hydroxy-1-methyl-ethyl)phenyl]boronic acid